(S)-2-((7-(6-chloro-1-(pyrrolidin-3-yl)-1,2,3,4-tetrahydroquinolin-8-yl)thieno[3,2-b]pyridin-2-yl)methyl)-5-(2-methoxyethyl)pyridazin-3(2H)-one, formic acid salt C(=O)O.ClC=1C=C2CCCN(C2=C(C1)C1=C2C(=NC=C1)C=C(S2)CN2N=CC(=CC2=O)CCOC)[C@@H]2CNCC2